5-(((3aR,6aR)-hexahydropyrrolo[3,4-c]pyrrol-2(1H)-yl)methyl)-1H-benzo[d][1,2,3]triazole hydrochloride Cl.C1N(C[C@@H]2[C@@H]1CNC2)CC2=CC1=C(NN=N1)C=C2